2-pyrrolidin-3-yl-acetamide N1CC(CC1)CC(=O)N